C(C1=CC=CC=C1)OC(NCCCC[C@@H](C(N(CC=1SC=CC1)CC1=CC=NC=C1)=O)NC(=O)OC(C)(C)C)=O benzyl{(5S)-5-[(tert-butoxycarbonyl)amino]-6-oxo-6-[(pyridin-4-ylmethyl) (2-thienylmethyl)amino]hexyl}carbamate